Cl/C(/CCCCCCCC(=O)O)=C(/CCCCCCCC)\Cl 9,10-dichlorooleic acid